NC1=C(C=C(C=C1F)OC(F)(F)F)C(C)=O 1-(2-amino-3-fluoro-5-(trifluoromethoxy)phenyl)ethanone